Sulfonium bis[hexafluoroantimonate] F[Sb-](F)(F)(F)(F)F.F[Sb-](F)(F)(F)(F)F.[SH3+].[SH3+]